2-Anthracenecarboxaldehyde C1=C(C=CC2=CC3=CC=CC=C3C=C12)C=O